(R)-3-((3-cyclopropyl-6-methylpyridin-2-yl)oxy)-2,2-dimethyl-N-(1-methylpyrrolidin-3-yl)propanamide C1(CC1)C=1C(=NC(=CC1)C)OCC(C(=O)N[C@H]1CN(CC1)C)(C)C